ClC1=NC=2N(C(=C1)NC1=CC3=C(N(C(N3CCC(C)(C)O)=O)C)C=C1)N=CC2 5-((5-chloropyrazolo[1,5-a]pyrimidin-7-yl)amino)-3-(3-hydroxy-3-methylbutyl)-1-methyl-1,3-dihydro-2H-benzo[d]imidazol-2-one